BrC=1SC(=C2C1CCCC2)Br 1,3-dibromo-4,5,6,7-tetrahydro-benzo[c]Thiophene